bis(iso-butylamino)dimethylsilane C(C(C)C)N[Si](C)(C)NCC(C)C